4-benzoyl-cytosine C(C1=CC=CC=C1)(=O)C1(NC(NC=C1)=O)N